ClC1=NN2C(N=CC(=C2[C@H](C)OC)NC(NC=2C=C(C(=NC2)N2N=CC(=C2)NC(CO)=O)C(F)(F)F)=O)=C1 (S)-N-(1-(5-(3-(2-chloro-7-(1-methoxyethyl)pyrazolo[1,5-a]pyrimidin-6-yl)ureido)-3-(trifluoromethyl)pyridin-2-yl)-1H-pyrazol-4-yl)-2-hydroxyacetamide